(3-(2,5-dimethyl-4-nitrophenoxy)phenyl)(ethylimino)(methyl)-λ6-sulfanone CC1=C(OC=2C=C(C=CC2)S(=O)(C)=NCC)C=C(C(=C1)[N+](=O)[O-])C